C(C)(C)(C)C1=CC(=NO1)NC(NC1=C(C=C2/C(/C(NC2=C1)=O)=C/C1=C(C(=C(N1)C)NC(CN1CCN(CC1)C)=O)C)F)=O (Z)-N-(5-((6-(3-(5-(tert-butyl)isoxazol-3-yl)ureido)-5-fluoro-2-oxindol-3-ylidene)methyl)-2,4-dimethyl-1H-pyrrol-3-yl)-2-(4-methylpiperazin-1-yl)acetamide